2-[(3,4-dihydro-2(1H)-isoquinolinyl)methyl]-5-[(2-fluorophenyl)methoxy]-4H-pyran-4-one C1N(CCC2=CC=CC=C12)CC=1OC=C(C(C1)=O)OCC1=C(C=CC=C1)F